7-(3,4-dimethoxyphenyl)-N-((1R,4R)-4-hydroxycyclohexyl)pyrazolo[1,5-a]pyrimidine-2-carboxamide COC=1C=C(C=CC1OC)C1=CC=NC=2N1N=C(C2)C(=O)NC2CCC(CC2)O